ClC1=C(C(=O)N2C[C@H]3COC(CN3CC2)C=2C=CC(=C(C#N)C2)F)C=CC=C1C=1C(=NNC1)F 5-[(9aS)-8-[2-chloro-3-(3-fluoro-1H-pyrazol-4-yl)benzoyl]-3,4,6,7,9,9a-hexahydro-1H-pyrazino[2,1-c][1,4]oxazin-3-yl]-2-fluoro-benzonitrile